Methyl 5-((tert-Butoxycarbonyl) (methyl) amino)-2-chlorobenzoate C(C)(C)(C)OC(=O)N(C=1C=CC(=C(C(=O)OC)C1)Cl)C